(R)-8-((5-(4-(2-oxopyrrolidin-1-yl)-phenyl)pyridin-2-yl)-amino)-3a,4-dihydro-1H,3H-oxazolo-[3,4-d]pyrido[2,3-b][1,4]oxazin-1-one O=C1N(CCC1)C1=CC=C(C=C1)C=1C=CC(=NC1)NC1=CC2=C(OC[C@H]3N2C(OC3)=O)N=C1